3,5-di-tert-butyl-4-hydroxyphenylpropionic acid CC(C)(C)C1=CC(=CC(=C1O)C(C)(C)C)CCC(=O)O